ClC=1C=C(OCC[C@H](C(=O)O)C)C=CC1C=1N(C2=NC=NC(=C2N1)OC1(CC1)C)CC1=C(C=CC=C1)C1CC1 |r| (racemic)-4-(3-chloro-4-(9-(2-cyclopropylbenzyl)-6-(1-methylcyclopropoxy)-9H-purin-8-yl)phenoxy)-2-methylbutanoic acid